1,1-di(4-cyanooxyphenyl)ethane C(#N)OC1=CC=C(C=C1)C(C)C1=CC=C(C=C1)OC#N